C(C)(C)(C)C1=C(C(=C2C=C([C-](C2=C1)[Si]([C-]1C(=C(C(=C1C)C)C)C)(C)C)C)C1=CC=C(C=C1)C(C)(C)C)OC.[Li+].[Li+] lithium 6-(tert-butyl)-4-(4-(tert-butyl)phenyl)-1-(dimethyl(2,3,4,5-tetramethylcyclopenta-2,4-dien-1-ide-1-yl)silyl)-5-methoxy-2-methyl-1H-inden-1-ide